(E)-3-(3-fluorophenyl)-2-(methoxyimino)propionic acid FC=1C=C(C=CC1)C\C(\C(=O)O)=N/OC